2-(difluoromethyl)-7-(3-(2,4-dimethylphenyl)-7,8-dihydro-1,6-naphthyridin-6(5H)-yl)-8,9-dimethyl-4H-pyrimido[1,2-b]pyridazin-4-one FC(C=1N=C2N(N=C(C(=C2C)C)N2CC=3C=C(C=NC3CC2)C2=C(C=C(C=C2)C)C)C(C1)=O)F